N1(CCCCC1)CC1=C(C1)CO ((1-(piperidin-1-yl)methyl)cyclopropenyl)methanol